6-[6-fluoro-8-(methylamino)-4-morpholino-9H-pyrido[2,3-b]indol-3-yl]-1-[(1S)-2-hydroxy-1-methyl-ethyl]-4-oxo-1,8-naphthyridine-3-carboxylic acid FC=1C=C2C3=C(NC2=C(C1)NC)N=CC(=C3N3CCOCC3)C=3C=C1C(C(=CN(C1=NC3)[C@H](CO)C)C(=O)O)=O